C(C)OC(=S)NCC1(CC(CC(C1)(C)C)NC(OCC)=S)C ethyl 3-(ethoxythiocarbonylamino-methyl)-3,5,5-trimethylcyclohexylthiocarbamate